6-(((1-(1-ethylpiperidin-4-yl)-1H-1,2,3-triazol-4-yl)(quinolin-7-yl)methyl)amino)quinoline-3-carbonitrile C(C)N1CCC(CC1)N1N=NC(=C1)C(C1=CC=C2C=CC=NC2=C1)NC=1C=C2C=C(C=NC2=CC1)C#N